2-(piperazin-1-yl)-4-(5-(trifluoromethyl)-1H-tetrazol-1-yl)pyrimidine N1(CCNCC1)C1=NC=CC(=N1)N1N=NN=C1C(F)(F)F